N-[(2S)-2-[(5-bromo-2-chloro-pyrimidin-4-yl)amino]-4-methyl-pentyl]carbamic acid tert-butyl ester C(C)(C)(C)OC(NC[C@H](CC(C)C)NC1=NC(=NC=C1Br)Cl)=O